ClC=1NC2=CC=C(C=C2C(C1[N+](=O)[O-])=O)C1=C(C=CC=C1)OCC1=CC=C(C=C1)C 2-chloro-6-(((4-methylbenzyl)oxy)phenyl)-3-nitroquinolin-4(1H)-one